OC1=CC=C2C3=C(C(OC2=C1)=O)C=C(C=C3)F 3-hydroxy-8-fluoro-6H-benzo[c]chromen-6-one